BrC1=CC=C(C=C1)C(C)(C)O 2-(4-bromophenyl)propan-2-ol